1-(1-acryloylindolin-6-yl)-9-(1-methyl-1H-pyrazol-4-yl)benzo[H][1,6]naphthyridin-2(1H)-one C(C=C)(=O)N1CCC2=CC=C(C=C12)N1C(C=CC2=CN=C3C(=C12)C=C(C=C3)C=3C=NN(C3)C)=O